OCC12[C@H]3[C@@H]([C@@H](C(NC1)O2)NC(C)=O)OC(O3)(C)C N-((3aR,8S,8aR)-4-(hydroxymethyl)-2,2-dimethylhexahydro-4H-4,7-epoxy[1,3]dioxolo[4,5-d]azepin-8-yl)acetamide